N-[3-(4-methylpiperazin-1-yl)propyl]Carbamic acid tert-butyl ester C(C)(C)(C)OC(NCCCN1CCN(CC1)C)=O